C(C1=CC=CC=C1)OC1=CC=C(C=C1)N1C[C@@H](N(CC1)C(=O)OC(C)(C)C)C (S)-tert-butyl 4-(4-(benzyloxy)phenyl)-2-methylpiperazine-1-carboxylate